Methyl 3-((phosphonooxy) methoxy)quinoline-2-carboxylate P(=O)(O)(O)OCOC=1C(=NC2=CC=CC=C2C1)C(=O)OC